FC(C1=CC=CC(=N1)OC1CC2(C1)CN(CCC2)C(=O)OC(C)(C)C)(F)F tert-butyl 2-{[6-(trifluoromethyl)pyridin-2-yl]oxy}-6-azaspiro[3.5]nonane-6-carboxylate